O1C(=CC=C1)C(=O)O.ClC1=CC=C(C=C1)Cl p-Dichlorobenzene Oxolate